Natrium (S)-3-(3-(1-Methyl-4-oxido-2-oxo-1,2-dihydropyridin-3-yl)ureido)-3-(6-(trifluoromethoxy)biphenyl-3-yl)propanoat CN1C(C(=C(C=C1)[O-])NC(N[C@@H](CC(=O)[O-])C=1C=C(C(=CC1)OC(F)(F)F)C1=CC=CC=C1)=O)=O.[Na+].[Na+]